ethyl 2-(6-(3,3,3-trifluoroprop-1-en-2-yl)pyridin-2-yl)acetate FC(C(=C)C1=CC=CC(=N1)CC(=O)OCC)(F)F